bis(lysyl)-cystamine N[C@@H](CCCCN)C(=O)N(CCSSCCN)C([C@@H](N)CCCCN)=O